BrC=1C=NC(=NC1)N1N=CN=C1[C@H](C)NC1=NC=NC2=C(C=C(C=C12)C(F)F)C1CC1 N-[(1S)-1-[2-(5-bromopyrimidin-2-yl)-1,2,4-triazol-3-yl]ethyl]-8-cyclopropyl-6-(difluoromethyl)quinazolin-4-amine